ClC1=C(NC2=C1C=NC=C2)CN (3-chloro-1H-pyrrolo[3,2-c]pyridin-2-yl)methylamine